4-bromo-2,6-dimethyl-N-(2,2,2-trifluoroethyl)benzamide ethyl-5-[4-[(1S)-1-(tert-butoxycarbonylamino)ethyl]phenyl]thiazole-4-carboxylate C(C)OC(=O)C=1N=CSC1C1=CC=C(C=C1)[C@H](C)NC(=O)OC(C)(C)C.BrC1=CC(=C(C(=O)NCC(F)(F)F)C(=C1)C)C